(3-(4,6-diphenylpyridin-2-yl)phenyl)boronic acid C1(=CC=CC=C1)C1=CC(=NC(=C1)C1=CC=CC=C1)C=1C=C(C=CC1)B(O)O